N-(3,5-difluorophenyl)-6-methyl-4-[(1-methylcyclopropyl)amino]furo[2,3-d]pyrimidine-5-carboxamide FC=1C=C(C=C(C1)F)NC(=O)C1=C(OC=2N=CN=C(C21)NC2(CC2)C)C